C(C)(C)(C)C=1C=C(C(=O)NC=2C=NC(=C(C2)N2C(N(C3=NC(=NC=C3C2)NC2=CC=CC=C2)C)=O)OC)C=CC1 3-(tert-butyl)-N-(6-methoxy-5-(1-methyl-2-oxo-7-(phenylamino)-1,2-dihydropyrimido[4,5-d]pyrimidin-3(4H)-yl)pyridin-3-yl)benzamide